5-[2-(1,1-dimethylethyl)-4-pyrimidinyl]-4,5,6,7-tetrahydro-thiazolo[5,4-c]pyridin-2-amine CC(C)(C)C1=NC=CC(=N1)N1CC2=C(CC1)N=C(S2)N